N-(3-chloro-5-(methylsulfonyl)phenyl)-1-(3-hydroxypropyl)-1H-pyrazole-4-carboxamide ClC=1C=C(C=C(C1)S(=O)(=O)C)NC(=O)C=1C=NN(C1)CCCO